C(C)OC1=C(C=CC(=C1)CC)OC(C1=C(C=CC=C1)OC)=O 2-methoxybenzoic acid 2-ethoxy-4-ethylphenyl ester